[Na].C(C)C=1C(=C2NC1C=C1C(C(C(=N1)C=C1C(=CC(N1)=CC=1C=C(C(N1)=C2)C)C)=CC=NOCC)(C)O)C 3-ethyl-8-ethoxyiminoethylidene-7-hydroxy-2,7,12,18-tetramethylporphyrin sodium